C1(=CC=CC=C1)C1=CC(=C(C=C1)[Mg]I)F 4-phenyl-2-fluoro-phenyl-magnesium iodide